tert-butyl(3-bromo-5-(((1S,2R)-2-hydroxycyclohexyl)amino)pyrazolo[1,5-a]pyrimidin-7-yl)(cyclopropylmethyl)carbamate C(C)(C)(C)OC(N(CC1CC1)C1=CC(=NC=2N1N=CC2Br)N[C@@H]2[C@@H](CCCC2)O)=O